2,2-difluoro-2-(3-fluorophenyl)-1-phenylethyl ((2S)-1-(((2S)-4-(ethylamino)-3-hydroxy-4-oxo-1-((R)-2-oxopyrrolidin-3-yl)butan-2-yl)amino)-1-oxohexan-2-yl)carbamate C(C)NC(C([C@H](C[C@@H]1C(NCC1)=O)NC([C@H](CCCC)NC(OC(C(C1=CC(=CC=C1)F)(F)F)C1=CC=CC=C1)=O)=O)O)=O